1,2,3-trifluoro-5-tribromomethyl-benzene FC1=C(C(=CC(=C1)C(Br)(Br)Br)F)F